3-(2-(tert-butyldisulfanyl)-2-(2-hydroxyethoxy)ethoxy)benzoic acid C(C)(C)(C)SSC(COC=1C=C(C(=O)O)C=CC1)OCCO